(S)-7-((2-aminopyrimidin-4-yl)methyl)-4-(cyclopropylethynyl)-6-fluoro-1-(4-methoxybenzyl)-3-methyl-4-(trifluoromethyl)-3,4-dihydroquinazolin-2(1H)-one NC1=NC=CC(=N1)CC1=C(C=C2[C@](N(C(N(C2=C1)CC1=CC=C(C=C1)OC)=O)C)(C(F)(F)F)C#CC1CC1)F